((1r,4r)-4-(((2-chloro-5-((2-methylthiazol-4-yl)ethynyl)pyridin-4-yl)oxy)methyl)cyclohexyl)-N,N-dimethylmethanamine ClC1=NC=C(C(=C1)OCC1CCC(CC1)CN(C)C)C#CC=1N=C(SC1)C